8-fluoro-1,6-naphthyridin-3-amine FC=1C=NC=C2C=C(C=NC12)N